CC1(OCC[C@@H](C1)C=1C=C2C=C(N(C2=CC1)[C@@]1([C@H](C1)C)/C(/N)=N/O)C(=O)N(C1=CC=CC=C1)C)C 5-((S)-2,2-Dimethyltetrahydro-2H-pyran-4-yl)-1-((1S,2S)-1-((Z)-N'-hydroxycarbamimidoyl)-2-methylcyclopropyl)-N-methyl-N-phenyl-1H-indole-2-carboxamide